(1r,3r)-3-(1H-indazol-1-yl)cyclobutanol N1(N=CC2=CC=CC=C12)C1CC(C1)O